3-(2-chloro-5-nitro-4-pyridinyl)-2-oxo-propionic acid ethyl ester C(C)OC(C(CC1=CC(=NC=C1[N+](=O)[O-])Cl)=O)=O